3-(furan-2-yl)propane-1-thiol O1C(=CC=C1)CCCS